5-chloro-2,4-difluoro-N-(4-methoxybenzyl)-N-(thiazol-2-yl)benzenesulfonamide ClC=1C(=CC(=C(C1)S(=O)(=O)N(C=1SC=CN1)CC1=CC=C(C=C1)OC)F)F